5-(tert-butyl)-N-((1-(6-(1-methyl-1H-pyrazol-4-yl)pyrazolo[1,5-a]pyrazin-4-yl)azepan-4-yl)methyl)-1,2,4-oxadiazole-3-carboxamide C(C)(C)(C)C1=NC(=NO1)C(=O)NCC1CCN(CCC1)C=1C=2N(C=C(N1)C=1C=NN(C1)C)N=CC2